N-(2-chloro-3-((3,5-dimethyl-4-oxo-3,4-dihydroquinazolin-6-yl)oxy)-4-fluorophenyl)pyrrolidine-1-sulfonamide ClC1=C(C=CC(=C1OC=1C(=C2C(N(C=NC2=CC1)C)=O)C)F)NS(=O)(=O)N1CCCC1